piperidineformic acid amide N1(CCCCC1)C(=O)N